FC1=C(OP(=O)(OC2=CC=CC=C2)N[C@@H](CC2=CC=CC=C2)C(=O)OCC(CC)CC)C(=C(C(=C1F)F)F)F 2-ethylbutyl ((perfluorophenoxy)(phenoxy)phosphoryl)-L-phenylalaninate